sulfonium sulfonium [SH3+].[SH3+]